CN1N=C(N=N1)C1=CC=C(C=C1)CN 1-[4-(2-methyl-2H-1,2,3,4-tetrazol-5-yl)phenyl]methylamine